2-((1S,2R)-2-(((tert-Butyldiphenylsilyl)oxy)methyl)cyclopropyl)ethan-1-ol [Si](C1=CC=CC=C1)(C1=CC=CC=C1)(C(C)(C)C)OC[C@H]1[C@@H](C1)CCO